5-adamant-1-yl-N-(3,4-dihydrobenzyl)-2-hydroxy-4-methoxy-benzoic acid amide C12(CC3CC(CC(C1)C3)C2)C=2C(=CC(=C(C(=O)NCC3=CCCC=C3)C2)O)OC